N-[(2S,3R,4R,5R,6S)-4,5-dihydroxy-2-methyl-6-(1H-pyrrolo[3,2-b]pyridin-7-ylamino)tetrahydropyran-3-yl]-2-(methylamino)acetamide O[C@@H]1[C@H]([C@@H](O[C@@H]([C@@H]1O)NC1=C2C(=NC=C1)C=CN2)C)NC(CNC)=O